NC1=NNC2=CC=C(C=C12)C1=CC(=NC=C1)NC(CC1=CC=C(C=C1)N)=O N-(4-(3-amino-1H-indazol-5-yl)pyridin-2-yl)-2-(4-aminophenyl)acetamide